(R)-2-(4,4-dimethylpiperidin-1-yl)-8-(1-((3-fluoro-2-(1-hydroxy-1H-benzo[d][1,2,6]oxazaborinin-6-yl)phenyl)amino)ethyl)-3,6-dimethyl-4H-chromen-4-one CC1(CCN(CC1)C=1OC2=C(C=C(C=C2C(C1C)=O)C)[C@@H](C)NC1=C(C(=CC=C1)F)C=1C=CC2=C(C=NOB2O)C1)C